C(C)(C)(C)OC(CCCCCCNCC(CCCC(=O)OCCCCCCCCCCC)O)=O 7-[2-hydroxy-5-(undecoxycarbonyl)pentylamino]heptanoic acid tert-butyl ester